FC(OC1=CC(=C(C=N1)OCC(C#N)(C)C)C1=CC=2N(C=C1)N=C(C2)NC2=NC=C(C=C2)CN2CCOCC2)F 3-[[6-(difluoromethoxy)-4-[2-[[5-(morpholinomethyl)-2-pyridyl]amino]pyrazolo[1,5-a]pyridin-5-yl]-3-pyridyl]oxy]-2,2-dimethyl-propanenitrile